COC(=O)C1=NC=C(C=C1)C1=CCCC1.CC1=CC2=C(C3=CC=CC=C3C(=C2C=C1C)OCCCCC)OCCCCC 2,3-dimethyl-9,10-di(n-pentoxy)anthracene methyl-5-(cyclopent-1-enyl)pyridine-2-carboxylate